C([14CH3])(=O)O [2-14C]Acetic acid